BrC1=C(C(=CC(=N1)N(CC1=CC=C(C=C1)OC)CC1=CC=C(C=C1)OC)Cl)C(F)(F)F 6-bromo-4-chloro-N,N-bis[(4-methoxyphenyl)methyl]-5-(trifluoromethyl)pyridin-2-amine